C(C)S(=O)(=O)C1=C(C=CC=C1)B(O)O (ethansulfonyl)benzeneboronic acid